C(C)(CC)C1C=CC2=CC=3CCCC3C=C12 1-(sec-butyl)-1,5,6,7-tetrahydro-s-indacene